5-aminoallyluridine 5'-triphosphate P(O)(=O)(OP(=O)(O)OP(=O)(O)O)OC[C@@H]1[C@H]([C@H]([C@@H](O1)N1C(=O)NC(=O)C(=C1)CC=CN)O)O